C(C)(=O)SCC(=O)N[C@@H]1CN(C[C@H](C1)F)C(=O)OCCCC butyl (3S,5S)-3-(2-(acetylthio)acetamido)-5-fluoropiperidine-1-carboxylate